N-(4-(4-amino-3-(3-fluoro-4-((5-fluoropyrimidin-2-yl)oxy)phenyl)-7-(1-methyl-1H-pyrazol-4-yl)thieno[3,2-c]pyridin-2-yl)-3-methylphenyl)methacrylamide NC1=NC=C(C2=C1C(=C(S2)C2=C(C=C(C=C2)NC(C(=C)C)=O)C)C2=CC(=C(C=C2)OC2=NC=C(C=N2)F)F)C=2C=NN(C2)C